(3S,4R)-4-[(7-{5-[1-(difluoromethyl)cyclopropyl]pyridin-2-yl}-5-fluoropyrrolo[2,1-f][1,2,4]triazin-2-yl)amino]oxan FC(C1(CC1)C=1C=CC(=NC1)C1=CC(=C2C=NC(=NN21)NC2CCOCC2)F)F